(9R,13S)-13-{4-[5-chloro-2-(isoquinolin-5-yl)phenyl]-6-oxo-1,6-dihydropyrimidin-1-yl}-3,9-dimethyl-3,4,7,15-tetraazatricyclo[12.3.1.02,6]Octadecan-1(18),2(6),4,14,16-pentaen-8-one ClC=1C=CC(=C(C1)C=1N=CN(C(C1)=O)[C@H]1CCC[C@H](C(NC=2C=NN(C2C=2C=CN=C1C2)C)=O)C)C2=C1C=CN=CC1=CC=C2